3-(3-(4-(aminomethyl)benzyl)isoxazol-5-yl)pyridin-2-amine diformate C(=O)O.C(=O)O.NCC1=CC=C(CC2=NOC(=C2)C=2C(=NC=CC2)N)C=C1